2-(5-bromo-2-pyridinyl)propionic acid methyl ester COC(C(C)C1=NC=C(C=C1)Br)=O